S(C)(=O)(=O)OCCC propanol mesylate